1-Propyl-3-methylimidazolium hexafluoroantimonat F[Sb-](F)(F)(F)(F)F.C(CC)N1C=[N+](C=C1)C